CC=1C=C(C(=S)N2CCCCC2)C=CC1 N-(3-methyl-thiobenzoyl)piperidine